FC(C1(CC1)C1=CC=C(C=N1)C1CN(C1)C(=O)N1C[C@H](CC1)C(=O)N)(F)F (3S)-1-[3-[6-[1-(trifluoromethyl)cyclopropyl]-3-pyridinyl]azetidine-1-carbonyl]pyrrolidine-3-carboxamide